Cl.N1=C(C)C(O)=C(CO)C(CO)=C1 pyridoxin-HCl